N-[(1S)-5-[2-(2-aminopyridin-3-yl)-5-bromoimidazo[4,5-b]pyridin-3-yl]-2,3-dihydro-1H-inden-1-yl]-3-methylpyrazine-2-carboxamide NC1=NC=CC=C1C1=NC=2C(=NC(=CC2)Br)N1C=1C=C2CC[C@@H](C2=CC1)NC(=O)C1=NC=CN=C1C